FC(C)(F)C1=CC=C2C(NC(NC2=C1)=O)=O 7-(1,1-difluoroethyl)quinazolin-2,4(1H,3H)-dione